2-fluoro-6-(Z)-(1'-methyl-4-hydroxy-3-methylbut-2-en-1-ylamino)-9-(oxetan-2-yl)-9H-purine FC1=NC(=C2N=CN(C2=N1)C1OCC1)NC(\C=C(/CO)\C)C